ClC1=C(C=CC(=C1OC)OC)S(=O)(=O)N1C(N(CC1)C(=O)Cl)=O 3-((2-chloro-3,4-dimethoxyphenyl)sulfonyl)-2-oxoimidazolidine-1-carbonyl chloride